2-butoxyhexanol C(CCC)OC(CO)CCCC